(±)-5-((4-Cyclopropyl-3-((methylsulfinyl)methyl)phenyl)amino)-7-(pyridin-2-ylamino)pyrazolo[1,5-a]pyrimidine-3-carbonitrile C1(CC1)C1=C(C=C(C=C1)NC1=NC=2N(C(=C1)NC1=NC=CC=C1)N=CC2C#N)C[S@](=O)C |r|